1-isopentyl-3-(naphthalen-2-yl)-1H-pyrazolo[3,4-d]pyrimidin-4-amine C(CC(C)C)N1N=C(C=2C1=NC=NC2N)C2=CC1=CC=CC=C1C=C2